(P)-3-chloro-4-((3,5-difluoropyridin-2-yl)methoxy)-2'-(2-(2-hydroxypropan-2-yl)-pyrimidin-4-yl)-5',6-dimethyl-2H-[1,4'-bipyridine] ClC=1CN(C(=CC1OCC1=NC=C(C=C1F)F)C)C1=CC(=NC=C1C)C1=NC(=NC=C1)C(C)(C)O